N-[(2S,3R,4S)-2-[(2,3'-difluoro[1,1'-biphenyl]-3-yl)methyl]-4-fluoro-1-(oxetane-2-carbonyl)pyrrolidin-3-yl]methanesulfonamide FC1=C(C=CC=C1C[C@@H]1N(C[C@@H]([C@@H]1NS(=O)(=O)C)F)C(=O)C1OCC1)C1=CC(=CC=C1)F